BrC=1C(=C(C(=O)OC)C(=CC1)CN[C@@H](C(=O)OC(C)(C)C)C)F methyl (R)-3-bromo-6-(((1-(tert-butoxy)-1-oxopropan-2-yl)amino)methyl)-2-fluorobenzoate